C(=O)(OC(C)(C)C)N1CCN(CC1)C(C(=O)O)C=1C=NC=CC1 2-(4-Boc-piperazino)-2-(3-pyridyl)acetic acid